benzyl-4-(4-amino-3-(difluoromethyl)-1H-pyrazol-1-yl)piperidine C(C1=CC=CC=C1)N1CCC(CC1)N1N=C(C(=C1)N)C(F)F